Bis(4-hydroxy-3,5-diallyl-phenyl)methane OC1=C(C=C(C=C1CC=C)CC1=CC(=C(C(=C1)CC=C)O)CC=C)CC=C